FC1=CC=C(OCC2N(C3CC(C2)C3)C(=O)C=3N=C(SC3C3=CC=C(C=C3)F)C)C=C1 3-(4-fluorophenoxymethyl)-2-[5-(4-fluorophenyl)-2-methyl-1,3-thiazole-4-carbonyl]-2-azabicyclo[3.1.1]heptane